3-((2-hydroxy-4-methoxybenzylidene)amino)-coumarin OC1=C(C=NC=2C(OC3=CC=CC=C3C2)=O)C=CC(=C1)OC